COCCC=1C=NC(=NC1)C(C(=O)O)(C)C 2-(5-(2-methoxyethyl)pyrimidin-2-yl)-2-methylpropanoic acid